tert-butyl 4-(5-bromo-7-chloro-1,3-benzoxazol-2-yl)piperidine-1-carboxylate BrC=1C=C(C2=C(N=C(O2)C2CCN(CC2)C(=O)OC(C)(C)C)C1)Cl